N(=[N+]=[N-])[C@H](C1=CN=C(C2=CN=C(C=C12)Cl)O[C@H](C)C[C@@H](C)S(=O)(=O)C)C1CC1 4-((S)-azido(cyclopropyl)methyl)-6-chloro-1-(((2R,4R)-4-(methylsulfonyl)pentan-2-yl)oxy)-2,7-naphthyridine